O1COC2=C1C=CC(=C2)C2=CC(=C(C=N2)NC2=NC=C1N(C(N(C1=N2)C2CCOCC2)=O)C)C 2-((6-(benzo[d][1,3]dioxol-5-yl)-4-methylpyridin-3-yl)amino)-7-methyl-9-(tetrahydro-2H-pyran-4-yl)-7,9-dihydro-8H-purin-8-one